5-cyclopropyl-6,7-dihydroisoxazolo[4,5-c]pyridine-3,4(2H,5H)-dione C1(CC1)N1C(C2=C(CC1)ONC2=O)=O